C1=C(C=CC=2SC3=CC(=CC=C3SC12)OCCOC1=C(C2=CC=CC=C2C=C1)C1=C(C=CC2=CC=CC=C12)OCCO)OCCOC1=C(C2=CC=CC=C2C=C1)C1=C(C=CC2=CC=CC=C12)OCCO 2,2'-[thianthrene-2,7-diylbis(oxyethane-2,1-diyloxy[1,1'-binaphthalene]-2',2-diyloxy)]di(ethan-1-ol)